ClC1=NC=C(C(=N1)NC1=CC(=CC=C1F)N)N1CCOCC1 N1-[2-chloro-5-(morpholin-4-yl)pyrimidin-4-yl]-6-fluorobenzene-1,3-diamine